C(OC1=C(C=C(C=C1)[N+](=O)[O-])CC1=C(C(=C(C(=C1F)F)N=[N+]=[N-])F)F)([O-])=O (4-azido-2,3,5,6-tetrafluorophenyl)methyl-4-nitrophenyl carbonate